(S)- and (R)-4-(2-((2-(6-chloro-1H-indol-3-yl)-2-oxo-1-phenylethyl)-amino)ethyl)benzenesulfonamide ClC1=CC=C2C(=CNC2=C1)C([C@H](C1=CC=CC=C1)NCCC1=CC=C(C=C1)S(=O)(=O)N)=O |r|